4-amino-8,8-dimethyl-5-oxooctahydropyrrolo[2,1-b][1,3]thiazepine-7-carboxamide NC1C(N2C(SCC1)CC(C2C(=O)N)(C)C)=O